1,3,5-tris(3-(trimethylsilyl)propionylamino)benzene C[Si](CCC(=O)NC1=CC(=CC(=C1)NC(CC[Si](C)(C)C)=O)NC(CC[Si](C)(C)C)=O)(C)C